2-chloro-7-ethyl-9-(4-(1-methyl-4-(trifluoromethyl)-1H-imidazol-2-yl)benzyl)-7,9-dihydro-8H-purin-8-imine ClC1=NC=C2N(C(N(C2=N1)CC1=CC=C(C=C1)C=1N(C=C(N1)C(F)(F)F)C)=N)CC